CC=1C=C(C=CC1)N(C1=CC=C(C=C1)N(C1=CC=C(C=C1)C1=CC=C(C=C1)N(C1=CC=CC=C1)C1=CC=C(C=C1)N(C1=CC(=CC=C1)C)C1=CC(=CC=C1)C)C1=CC=CC=C1)C1=CC(=CC=C1)C N,N'-bis[4-[bis(3-methylphenyl)amino]phenyl]-N,N'-diphenyl-biphenyl-4,4'-diamine